(R)-4-(((R)-2-((((9H-fluoren-9-yl)methoxy)carbonyl)(methyl)amino)-3-(4-chlorophenyl)propyl)(3-(dimethylamino)propyl)amino)-3-benzyl-4-oxobutanoic acid C1=CC=CC=2C3=CC=CC=C3C(C12)COC(=O)N([C@@H](CN(C([C@@H](CC(=O)O)CC1=CC=CC=C1)=O)CCCN(C)C)CC1=CC=C(C=C1)Cl)C